3-amino-3-{[1-(cyclobutanecarbonyloxy)butan-2-yl]carbamoyl}propanoic acid NC(CC(=O)O)C(NC(COC(=O)C1CCC1)CC)=O